CC=1NCCC(C1)C(=O)O 1,4,5,6-tetrahydro-2-methyl-4-pyridinecarboxylic acid